COC1=CC=C(C=C1)C(CCCN([C@H](CC(N)=O)C(=O)[O-])C(=O)OC(C)(C)C)=O 4-(4-Methoxyphenyl)-4-oxobutyl(tert-butoxycarbonyl)-D-asparaginate